CC1CCC(N1C1=CC=C(C=C1)N1C=NN=C1)=O 5-methyl-1-[4-(4H-1,2,4-triazol-4-yl)phenyl]pyrrolidin-2-one